COC1CN(C1)C1=CC(N(C=C1C=1C=NN(C1)C(C)C1=CC=CC=C1)C)=O 4-(3-methoxyazetidin-1-yl)-1-methyl-5-(1-(1-phenylethyl)-1H-pyrazol-4-yl)pyridin-2(1H)-one